C(#N)C=1C=C(C=CC1)C(CCC1CC1)(N[S@](=O)C(C)(C)C)C=1C=CC(=C(C1)NC(=O)C1=CC(=NN1C=1C=C(CNC(OC(C)(C)C)=O)C=CC1)C(F)(F)F)F tert-butyl 3-(5-(5-((-)-1-(3-cyanophenyl)-3-cyclopropyl-1-((R)-1,1-dimethylethylsulfinamido)propyl)-2-fluorophenylcarbamoyl)-3-(trifluoromethyl)-1H-pyrazol-1-yl)benzylcarbamate